1-[5-(difluoromethoxy)-2-fluoro-phenyl]-3,3-dimethyl-N-(4-methyl-1,1-dioxo-thia-cyclohex-4-yl)-2-oxo-pyrrolo[2,3-b]pyridine-5-carboxamide FC(OC=1C=CC(=C(C1)N1C(C(C=2C1=NC=C(C2)C(=O)NC2(CCS(CC2)(=O)=O)C)(C)C)=O)F)F